5-fluoro-2-[4-[(3S)-3-(5-methyl-2-thienyl)isoxazolidine-2-carbonyl]-1-piperidinyl]pyrimidine-4-carboxamide FC=1C(=NC(=NC1)N1CCC(CC1)C(=O)N1OCC[C@H]1C=1SC(=CC1)C)C(=O)N